FC=1C=CC2=C(CC(CC=3N2C(=NN3)[C@@H]3CC[C@H](CC3)OC3=NC=CC=C3)N)C1 8-Fluoro-1-[trans-4-(pyridin-2-yloxy)cyclohexyl]-5,6-dihydro-4H-[1,2,4]triazolo[4,3-a][1]benzazepin-5-amin